C(C)(C)C=1C(C=CC(C1)=O)=O 2-isopropylbenzoquinone